N-[4-[(2,3-diamino-4-pyridinyl)oxy]-2,3-difluoro-phenyl]carbamic acid tert-butyl ester C(C)(C)(C)OC(NC1=C(C(=C(C=C1)OC1=C(C(=NC=C1)N)N)F)F)=O